ClC=1C=C(C=CC1Cl)C#CC1(CCCC1)NC(OC1=CC=CC=C1)=O phenyl (1-((3,4-dichlorophenyl)-ethynyl)cyclopentyl)carbamate